C1(C=2C(C(=O)OC(CO1)C)=CC=CC2)=O Propylene phthalate